(S)-N-(1-(3,4-dichlorophenyl)-2-(dimethylamino)ethyl)-4-(phenylamino)benzenesulfonamide ClC=1C=C(C=CC1Cl)[C@@H](CN(C)C)NS(=O)(=O)C1=CC=C(C=C1)NC1=CC=CC=C1